NCCCC(O[SiH](OC)OC)(CCCN)CCCN tris-(3-aminopropyl)trimethoxysilane